C1(CC1)C1=NC=NC(=C1C1=NC=C(C(=N1)OCC1=CC(=C(C(=C1)OC)C=1N(C=C(N1)C(F)(F)F)C)F)OC)OC 2-(4-cyclopropyl-6-methoxy-pyrimidin-5-yl)-4-[[3-fluoro-5-methoxy-4-[1-methyl-4-(trifluoromethyl)imidazol-2-yl]phenyl]methoxy]-5-methoxy-pyrimidine